(S)-(2-((5-fluoro-2',3-dioxo-1'-(2-(trifluoromethoxy)ethyl)spiro[isoindoline-1,3'-pyrrolidin]-2-yl)methyl)-1-tosyl-1H-pyrrolo[3,2-b]pyridin-5-yl)carbamic acid tert-butyl ester C(C)(C)(C)OC(NC1=CC=C2C(=N1)C=C(N2S(=O)(=O)C2=CC=C(C)C=C2)CN2C(C1=CC(=CC=C1[C@@]21C(N(CC1)CCOC(F)(F)F)=O)F)=O)=O